oxouridine O=C([C@@H]1[C@H]([C@H]([C@@H](O1)N1C(=O)NC(=O)C=C1)O)O)O